2-(3-fluoro-2-methoxyphenyl)propan-2-amine hydrochloride Cl.FC=1C(=C(C=CC1)C(C)(C)N)OC